C(C1=CC=CC=C1)N(C(C(N)=O)=O)CC1=C(C(=CC=C1)C)C N'-benzyl-N'-[(2,3-dimethylphenyl)methyl]oxamide